6-chloro-5-methoxypyrimidin-4-amine ClC1=C(C(=NC=N1)N)OC